hydroxyethyl methacrylate hydroxypropyl-methacrylate glycidyl-methacrylate C(C1CO1)OC(C(=C)C)=O.OCCCOC(C(=C)C)=O.C(C(=C)C)(=O)OCCO